N-[4-chloro-6-(morpholin-4-yl)pyridin-2-yl]methanesulfonamide bis(1,2,2,6,6-pentamethyl-4-piperidyl)-n-butyl-3,5-di-tert-butyl-4-hydroxybenzylmalonate CN1C(CC(CC1(C)C)C(C1=CC(=C(C(=C1)C(C)(C)C)O)C(C)(C)C)(C(C(=O)O)(C(=O)O)CCCC)C1CC(N(C(C1)(C)C)C)(C)C)(C)C.ClC1=CC(=NC(=C1)N1CCOCC1)NS(=O)(=O)C